3-fluoro-1-(3-fluoro-4-methoxybenzyl)-5-(2-((3-((2-fluorobenzyl)oxy)butyl)sulfinyl)-6-methylpyrimidin-4-yl)pyridin-2(1H)-one FC=1C(N(C=C(C1)C1=NC(=NC(=C1)C)S(=O)CCC(C)OCC1=C(C=CC=C1)F)CC1=CC(=C(C=C1)OC)F)=O